N1(CCNCC1)C1=C2C(=NC=C1)C(=C(N2)C2=CC(=NC=C2)NC(CCC)=O)C2=NC=CC=C2 N-{4-[7-(piperazin-1-yl)-3-(pyridin-2-yl)-1H-pyrrolo[3,2-b]pyridin-2-yl]pyridin-2-yl}butanamide